1,1,1-trichloro-18-iodooctadecane ClC(CCCCCCCCCCCCCCCCCI)(Cl)Cl